3-(1-Oxo-5-(((S)-1-((2-((R)-tetrahydrofuran-3-yl)quinolin-6-yl)methyl)-pyrrolidin-3-yl)oxy)isoindolin-2-yl)piperidine-2,6-dione O=C1N(CC2=CC(=CC=C12)O[C@@H]1CN(CC1)CC=1C=C2C=CC(=NC2=CC1)[C@@H]1COCC1)C1C(NC(CC1)=O)=O